SC1CC(C1)N[C@@H]1C[C@@H](CC1)NC(OCC1=CC=C(C=C1)[N+](=O)[O-])=O 4-nitrobenzyl ((1R,3S)-3-(((1S,3R)-3-mercaptocyclobutyl)amino)cyclopentyl)carbamate